FC(C(CC(=O)C1=CC=CC=C1)=O)(F)F 4,4,4-trifluoro-1-phenylbutane-1,3-dione